2-(3,7-dimethylocta-2,6-dien-1-yl)-5-pentyl-4-(thiophen-3-yl)benzene-1,3-diol CC(=CCC1=C(C=C(C(=C1O)C1=CSC=C1)CCCCC)O)CCC=C(C)C